OC=1C(=CC2=C(CCC(O2)(C)C)C1)OC 3,4-dihydro-6-hydroxy-7-meth-oxy-2,2-dimethyl-1(2H)-benzopyran